(E)-N'-(5-bromo-6-chloropyridin-2-yl)-N,N-dimethylmethanimidamide BrC=1C=CC(=NC1Cl)/N=C/N(C)C